C12CCCCCCCCCCC(=CCCC1)O2 17-oxabicyclo[10.4.1]heptadec-12-ene